ClC=1C(=NNC1)C1=NC(=NC=C1C(F)(F)F)N[C@@H]1CC[C@H](CC1)N(C(=O)NCC(F)F)C1=NC=C(C=C1)C=1C=NC(=NC1)OC 1-(trans-4-((4-(4-chloro-1H-pyrazol-3-yl)-5-(trifluoromethyl)pyrimidin-2-yl)amino)cyclohexyl)-3-(2,2-difluoroethyl)-1-(5-(2-methoxypyrimidin-5-yl)pyridin-2-yl)urea